FC=1C=CC(=C(OC\C=C/2\CN(CCC2)C(=O)OC(C)(C)C)C1)I tert-butyl (3E)-3-[2-(5-fluoro-2-iodophenoxy)ethylidene]piperidine-1-carboxylate